N-((S)-6,8-dihydrospiro[cyclopenta[e][1,2,4]triazolo[4,3-a]pyridin-7,4'-piperidin]-6-yl)-2-methylpropane-2-sulfinamide N1CCC2(CC1)CC1=C(C=CC=3N1C=NN3)[C@H]2NS(=O)C(C)(C)C